C(C)(C)(C)OC(=O)N1CC=2C=C(C=NC2C[C@H]1C)N (R)-3-amino-7-methyl-7,8-dihydro-1,6-naphthyridine-6(5H)-carboxylic acid tert-butyl ester